C(C1=CC=CC=C1)N1C[C@@]2([C@](C1)(CN(C2)C(=O)C2CC2)C)C ((3aR,6aS)-5-benzyl-3a,6a-dimethylhexahydropyrrolo[3,4-c]pyrrol-2(1H)-yl)(cyclopropyl)methanone